N(=[N+]=[N-])N[C@@H](CCC)C(=O)O Azidonorvaline